(R)-4-((3-(2-(1-((2-amino-5-bromopyridin-3-yl)oxy)ethyl)-4-fluorophenyl)-1-methyl-1H-pyrazol-4-yl)methyl)-1-(cyclopropylmethyl)-1H-pyrazole-3-carbonitrile NC1=NC=C(C=C1O[C@H](C)C1=C(C=CC(=C1)F)C1=NN(C=C1CC=1C(=NN(C1)CC1CC1)C#N)C)Br